C1(=CC=CC=C1)N(C(=S)N1CCN(CC1)C(O)=S)C1=CC=CC=C1 piperazine-1,4-dicarbothioic acid bis-phenylamide